benzyl 3-(trifluoromethanesulfonyloxy)cyclopent-3-ene-1-carboxylate FC(S(=O)(=O)OC=1CC(CC1)C(=O)OCC1=CC=CC=C1)(F)F